(1r,4r)-5'-Bromo-4'-chloro-4-(methylsulfonyl)-1',2'-dihydrospiro[cyclohexane-1,3'-pyrrolo[2,3-b]pyridine] BrC=1C(=C2C(=NC1)NCC21CCC(CC1)S(=O)(=O)C)Cl